(R)-5-((((2-((2-chloro-3-(3'-chloro-5-(((2-hydroxyethyl)amino)methyl)-6-methoxy-[2,4'-bipyridin]-2'-yl)phenyl)amino)-3-fluoropyridin-4-yl)methyl)amino)methyl)pyrrolidin-2-one ClC1=C(C=CC=C1C1=NC=CC(=C1Cl)C1=NC(=C(C=C1)CNCCO)OC)NC1=NC=CC(=C1F)CNC[C@H]1CCC(N1)=O